6-bromo-4-((3-methoxypyridin-2-yl)(tetrahydro-2H-pyran-4-yl)methyl)-1-methyl-1,4-dihydropyrazolo[3',4':4,5]pyrrolo[3,2-b]pyridine-3-carboxylic acid methyl ester COC(=O)C1=NN(C2=C1N(C=1C2=NC=C(C1)Br)C(C1CCOCC1)C1=NC=CC=C1OC)C